ICCCCCCCCC 1-Iodononane